NC=1N=NC(=CC1N1CC2CCC(C1)N2C2=NC=C(C=N2)C2=CCC(CC2)C(=O)OCC)C2=C(C=CC=C2)O ethyl 4-(2-(3-(3-amino-6-(2-hydroxyphenyl)pyridazin-4-yl)-3,8-diazabicyclo[3.2.1]octan-8-yl)pyrimidin-5-yl)cyclohex-3-enecarboxylate